CC=1C=C(C=C(C1)C)C1=CC(=CC=C1)C=1N=C(SC1)NC(=O)[C@H]1N(CC1)C(=O)C1=CN(C=C1)S(=O)(=O)C (S)-N-(4-(3',5'-dimethyl-[1,1'-biphenyl]-3-yl)thiazol-2-yl)-1-(1-(methylsulfonyl)-1H-pyrrole-3-carbonyl)azetidine-2-carboxamide